(R)-1-(3-(3-(4-amino-1,3,5-triazin-2-yl)-5-chlorophenyl)morpholino)-2-chloroprop-2-en-1-one NC1=NC(=NC=N1)C=1C=C(C=C(C1)Cl)[C@@H]1COCCN1C(C(=C)Cl)=O